7-(4-aminopiperidin-1-yl)-2-(2-methyl-1,3-benzoxazol-6-yl)-4H-quinolizin-4-one NC1CCN(CC1)C1=CN2C(C=C(C=C2C=C1)C1=CC2=C(N=C(O2)C)C=C1)=O